BrC1=CC=C2C(=N1)C(CN2C2=NC(=NC=C2)C2(CC(=C(C=C2OC)N(C)CCN(C)C)N)N)(C)C 4-(4-(5-Bromo-3,3-dimethyl-2,3-dihydro-1H-pyrrolo[3,2-b]pyridin-1-yl)pyrimidin-2-yl)-N1-(2-(dimethylamino)ethyl)-5-methoxy-N1-methylbenzene-1,2,4-triamine